N-[(1S)-1-(4-cyano-2-fluorophenyl)ethyl]-2-(5-fluoro-7-methyl-2-oxo-1,4-dihydroquinazolin-3-yl)acetamide C(#N)C1=CC(=C(C=C1)[C@H](C)NC(CN1C(NC2=CC(=CC(=C2C1)F)C)=O)=O)F